FC(C(C(C(C(O)(F)F)(F)F)(F)F)(F)F)CCCCC nonafluoro-1-decanol